CN1C(CC(CC1(C)C)OC(C(C(=O)OC1CC(N(C(C1)(C)C)C)(C)C)(CC1=CC(=C(C(=C1)C(C)(C)C)O)C(C)(C)C)CCCC)=O)(C)C di-(1,2,2,6,6-pentamethyl-4-piperidyl)-2-n-butyl-2-(3,5-di-t-Butyl-4-hydroxybenzyl)malonate